5-methoxy-3-methylimidazo[1,2-a]pyridine-7-carboxylate COC1=CC(=CC=2N1C(=CN2)C)C(=O)[O-]